Cl\C=C\C(F)(F)F Trans-chlorotrifluoropropene